(R,Z)-N-(1-(2-(4,6-dimethylpyridin-3-yl)-3,6-dimethyl-4-oxo-3,4-dihydroquinazolin-8-yl)ethylidene)-2-methylpropane-2-sulfinamide CC1=C(C=NC(=C1)C)C1=NC2=C(C=C(C=C2C(N1C)=O)C)\C(\C)=N/[S@](=O)C(C)(C)C